Pyridyl-Oxadiazole C1=CC=NC(=C1)C2=CON=N2